N1(CCCCC1)C1=NC2=CC=CC=C2C(=N1)NCCOC=1C=C(C=CC1)C(=O)N1CCCC1 (3-(2-((2-(piperidin-1-yl)quinazolin-4-yl)amino)ethoxy)phenyl)(pyrrolidin-1-yl)methanone